CN(C1(CCC2(CN(C(N2)=O)C=2C(=NC(=NC2)N(C(=O)C2CC2)C)C)CC1)C1=CC(=CC=C1)F)C N-(5-(8-(dimethylamino)-8-(3-fluorophenyl)-2-oxo-1,3-diazaspiro[4.5]decan-3-yl)-4-methylpyrimidin-2-yl)-N-methylcyclopropanecarboxamide